ClC=1C(=C(CN2CCC(CC2)(C(=O)O)CC2=NC(=CC(=C2F)C)NC2=NNC(=C2)C)C(=CC1)F)F 1-(3-chloro-2,6-difluorobenzyl)-4-((3-fluoro-4-methyl-6-((5-methyl-1H-pyrazol-3-yl)amino)pyridin-2-yl)methyl)piperidine-4-carboxylic acid